3-(ethylsulfonyl)-2-fluoropyridine C(C)S(=O)(=O)C=1C(=NC=CC1)F